ClCC(=O)NC1=CC=CC=2CCOC21 2-chloro-N-(2,3-dihydrobenzofuran-7-yl)acetamide